ClC=1C=C(C(=O)NC2=C(C=NN2C2=CC=C(C=C2)Cl)C=2OCCN2)C=CC1 3-chloro-N-(1-(4-chlorophenyl)-4-(4,5-dihydro-oxazol-2-yl)-1H-pyrazol-5-yl)benzamide